COC(=O)C1=NC(=C(N=C1NC(=O)[C@@H]1C[C@@H](OCC1)C=1C=NC(=CC1)OCC1=CC=CC=C1)C)OC methyl-3-[[(2R,4S)-2-(6-benzyloxy-3-pyridyl)tetrahydropyran-4-carbonyl]amino]-6-methoxy-5-methyl-pyrazine-2-carboxylate